4-(oxetan-3-yloxy)-N-[4-([1,2,4]triazolo[4,3-a]pyridin-3-yl)-2-pyridyl]-5-(trifluoromethyl)pyrimidin O1CC(C1)OC1=NCN(C=C1C(F)(F)F)C1=NC=CC(=C1)C1=NN=C2N1C=CC=C2